COC(=O)C1[C@H]2CNC[C@@H]12 (1R,5S,6R)-6-(methoxycarbonyl)-3-azabicyclo[3.1.0]hexane